(S)-N-(3-(2-((1,5-dimethyl-1H-pyrazol-3-yl)amino)-5-methylpyrimidin-4-yl)-1H-indol-7-yl)-2-(3-((2-((2-(dimethylamino)ethyl)amino)pyrimidin-4-yl)oxy)pyrrolidin-1-yl)acetamide CN1N=C(C=C1C)NC1=NC=C(C(=N1)C1=CNC2=C(C=CC=C12)NC(CN1C[C@H](CC1)OC1=NC(=NC=C1)NCCN(C)C)=O)C